FC(OC1CC(N(C1)C(CNC(C1=CC=C(C=C1)OC1=CC=C(C=C1)C(F)(F)F)=O)=O)C(=O)O)F 4-(difluoromethoxy)-1-((4-(4-(trifluoromethyl)phenoxy)benzoyl)glycyl)pyrrolidine-2-carboxylic acid